CN1N=CC(=C1)C1(CC1)C#N 1-(1-methyl-1H-pyrazol-4-yl)cyclopropane-1-carbonitrile